BrC1=NN2C(C=CC(=C2)C=2C=CC=NC2)=C1 bromo-6-(pyridin-5-yl)pyrazolo[1,5-a]pyridine